6-(3-bromo-2-bromomethyl-propionylamino)-hexanoic acid tert-butyl ester C(C)(C)(C)OC(CCCCCNC(C(CBr)CBr)=O)=O